Cl.C(=O)(OCC1C2=CC=CC=C2C2=CC=CC=C12)N[C@@H](CCCCN)C(=O)N Mono-Fmoc-L-lysine amide hydrochloride